ClCC(=O)CCC1=CC=CC=C1 2-phenylethyl chloromethyl ketone